6-((2-((3R,4R)-3-amino-4-fluoro-1-piperidinyl)-4-methoxy-1H-benzimidazol-1-yl)methyl)-3-pyridinecarbonitrile N[C@@H]1CN(CC[C@H]1F)C1=NC2=C(N1CC1=CC=C(C=N1)C#N)C=CC=C2OC